N-(((1r,4R)-4-aminocyclohexyl)methyl)-6-((2R,6R)-2,6-diethylmorpholino)-2-methylpyridin-3-amine NC1CCC(CC1)CNC=1C(=NC(=CC1)N1C[C@H](O[C@@H](C1)CC)CC)C